C(C=C)C=1C(=C(C=O)C(=CC1OCOC)OCOC)O 3-allyl-2-hydroxy-4,6-di(methoxymethoxy)benzaldehyde